ClC1=CC(=C(CN2C(=NC=3N(C(N(C(C23)=O)CCCCO)=O)C)C#CCOC2CCC2)C=C1)F 7-(4-chloro-2-fluorobenzyl)-8-(3-cyclobutoxy-prop-1-yn-1-yl)-1-(4-hydroxybutyl)-3-methyl-3,7-dihydro-1H-purine-2,6-dione